(2r,3r)-3-hydroxy-2-methyl-nonanoic acid O[C@@H]([C@H](C(=O)O)C)CCCCCC